N-[(6-Amino-2-pyridyl)sulfonyl]-5-(3-isobutoxyphenyl)-2-(2,2,4-trimethylpyrrolidin-1-yl)pyridin-3-carboxamid NC1=CC=CC(=N1)S(=O)(=O)NC(=O)C=1C(=NC=C(C1)C1=CC(=CC=C1)OCC(C)C)N1C(CC(C1)C)(C)C